para-ethyl-styrene C(C)C1=CC=C(C=C)C=C1